2-((3-(2-Cyclohexylethoxy)-4-(4-methylpiperazin-1-yl)phenyl)amino)-8-methyl-5-((triisopropylsilyl)ethynyl)pyrido[2,3-d]pyrimidin-7(8H)-one C1(CCCCC1)CCOC=1C=C(C=CC1N1CCN(CC1)C)NC=1N=CC2=C(N1)N(C(C=C2C#C[Si](C(C)C)(C(C)C)C(C)C)=O)C